5-(hydroxymethyl)-2-(3'-(5-isopropyl-4,5,6,7-tetrahydrothiazolo[5,4-c]pyridin-2-yl)-2,2'-dimethyl-[1,1'-biphenyl]-3-yl)benzo[d]oxazole-7-carbonitrile OCC=1C=C(C2=C(N=C(O2)C=2C(=C(C=CC2)C2=C(C(=CC=C2)C=2SC=3CN(CCC3N2)C(C)C)C)C)C1)C#N